methyl (1S,4s)-4-(2-(((R)-2-(5-fluoropyridin-3-yl)-2-hydroxyethyl)amino)propan-2-yl)cyclohexane-1-carboxylate FC=1C=C(C=NC1)[C@H](CNC(C)(C)C1CCC(CC1)C(=O)OC)O